2,3-dimethyl-dicyanoethyl-cyclohexaneamine CC1C(CCCC1C)(N)CC(C#N)C#N